C1(CCCCC1)[C@H](C(=O)N[C@@H](C(=O)NC)CCCC1=CC=CC=C1)NC(=O)[C@H]1NC[C@@H](C1)O (2S,4R)-N-((R)-1-cyclohexyl-2-(((R)-1-(methylamino)-1-oxo-5-phenylpentan-2-yl)amino)-2-oxoethyl)-4-hydroxypyrrolidine-2-carboxamide